OC=1C=C(C=C(C1)N1CCOCC1)C1=NN(C2=CC=C(C=C12)C(=O)OCC)C1OCCCC1 ethyl 3-(3-hydroxy-5-morpholinophenyl)-1-(tetrahydro-2H-pyran-2-yl)-1H-indazole-5-carboxylate